NC1=C(C=C(C=N1)C=1C=NC=C(C1)F)C(=O)N[C@H]1COC[C@@H]1OCC1=CC=C(C=C1)B1OC(C(O1)(C)C)(C)C 6-amino-5'-fluoro-N-[(3S,4R)-4-{[4-(4,4,5,5-tetramethyl-1,3,2-dioxaborolan-2-yl)phenyl]methoxy}oxolan-3-yl][3,3'-bipyridine]-5-carboxamide